(2-Morpholinoethyl)-3-(4-(1-phenyl-2-(trifluoromethyl)-1H-benzimidazol-5-yl)phenyl)urea O1CCN(CC1)CCNC(=O)NC1=CC=C(C=C1)C1=CC2=C(N(C(=N2)C(F)(F)F)C2=CC=CC=C2)C=C1